C1(=CC=CC=C1)N1C(C(=CC(=C1)C)C1=CC=CC=C1)=O 1,3-Diphenyl-5-methyl-2(1H)pyridone